[I-].C(CCCCCCCCCCCCCCC)C(CCC)P(CCCC)CCCC hexadecyl-tributyl-phosphine iodide